FC(CNC1=NC(=NC=C1C=O)SC)F 4-((2,2-difluoroethyl)amino)-2-(methylthio)pyrimidine-5-carbaldehyde